[Si](C)(C)(C(C)(C)C)OC(CN(CC(O[Si](C(C)(C)C)(C)C)CCCCCCCCCC)CCCC(NC(C(=O)O)CCC1=CC=CC=C1)=O)CCCCCCCCCC.S(=O)(=O)(O)CCCNCCCC=1SC=CC1 3-(3-sulfopropyl)amino-propylthiophene 7-(2-((tert-butyldimethylsilyl)oxy)dodecyl)-5-decyl-2,2,3,3-tetramethyl-11-oxo-13-phenethyl-4-oxa-7,12-diaza-3-silatetradecan-14-oate